CN1CC2=C(C=3C=CC=CC13)NCCCO2 7-methyl-1,2,3,4-tetrahydro[1,4]oxazepino[2,3-c]quinolin